N-{(2S,3R)-2-[(3'-chloro-2,4',5'-trifluoro[1,1'-biphenyl]-3-yl)methyl]-4,4-difluoro-1-[(2R)-oxetane-2-carbonyl]pyrrolidin-3-yl}ethanesulfonamide ClC=1C=C(C=C(C1F)F)C1=C(C(=CC=C1)C[C@@H]1N(CC([C@@H]1NS(=O)(=O)CC)(F)F)C(=O)[C@@H]1OCC1)F